NCC(=O)N[C@@H](CC(N)=O)C(=O)O glycyl-L-asparagine